BrC=1C=C2C(=CC=NC2=C(C1)C(=O)OCC)O ethyl 6-bromo-4-hydroxyquinoline-8-carboxylate